(5S)-3-Oxo-2-{[6-(trifluoromethyl)pyridin-2-yl]methyl}-2,3,5,6,7,8-hexahydro[1,2,4]triazolo[4,3-a]pyridin O=C1N(N=C2N1CCCC2)CC2=NC(=CC=C2)C(F)(F)F